C(C)SC1=NC2=CN=CC=C2C(=C1C(=O)NCC1=CC(=CC=C1)F)C 2-Ethylsulfanyl-N-[(3-fluorophenyl)-methyl]-4-methyl-[1,7]naphthyridine-3-carboxylic acid amide